ClC1=CC=C2[C@@](C(NC2=C1)=O)(NCC1CC1)[C@H](CCC(=O)OC)C1=CC(=CC=C1)Cl |r| (rac)-(R)-methyl 4-((S)-6-chloro-3-(cyclopropylmethylamino)-2-oxoindolin-3-yl)-4-(3-chlorophenyl)butanoate